5-(trifluoromethyl)dibenzothiophene-5-ium triflate [O-]S(=O)(=O)C(F)(F)F.FC([S+]1C2=C(C3=C1C=CC=C3)C=CC=C2)(F)F